C1(CC1)C1=C(C(=NO1)C1=C(C=CC=C1Cl)Cl)CO[C@H]1[C@@H]2CN([C@H](C1)C2)C2=CC(=C(C(=O)NCCS(=O)(=O)C)C=C2)F 4-[(1S,4S,5R)-5-[[5-cyclopropyl-3-(2,6-dichlorophenyl)-1,2-oxazol-4-yl]methoxy]-2-azabicyclo[2.2.1]heptan-2-yl]-2-fluoro-N-(2-methanesulfonylethyl)benzamide